FC(OC=1C=C(C=CC1)C=1C2=C(NN1)CC(CO2)C(=O)NC2(CS(CC2)(=O)=O)C)F 3-(3-(difluoromethoxy)phenyl)-N-(3-methyl-1,1-dioxidotetrahydro-thiophen-3-yl)-1,5,6,7-tetrahydropyrano[3,2-c]pyrazole-6-carboxamide